(R)-N-(3-cyanooxetan-3-yl)-3-(4-cyanophenethyl)-1-((5-fluoropyridin-2-yl)methyl)pyrrolidine-3-carboxamide C(#N)C1(COC1)NC(=O)[C@]1(CN(CC1)CC1=NC=C(C=C1)F)CCC1=CC=C(C=C1)C#N